hexacosyl-trimethyl-ammonium chloride [Cl-].C(CCCCCCCCCCCCCCCCCCCCCCCCC)[N+](C)(C)C